methyl-(3-methylbutyl)amine hydrochloride Cl.CNCCC(C)C